C(C1=CC=CC=C1)N1N=C(C=C1)C1=CC(=NC=C1Br)C1=CC=C(C=C1)F 4-(1-benzyl-1H-pyrazol-3-yl)-5-bromo-2-(4-fluorophenyl)pyridine